C(C)(C)(C)OC(=O)N1CC(CC1)C1=NNC2=CC=CC=C12 3-(1H-indazol-3-yl)pyrrolidine-1-carboxylic acid tert-butyl ester